CC1=NOC(=C1)CC(=O)O 2-(3-methyl-1,2-oxazol-5-yl)acetic acid